4-amino-N-ethyl-7-fluoro-1-methyl-N-(4-(pentafluoro-lambda~6~-sulfanyl)benzyl)-1H-pyrazolo[4,3-c]quinoline-8-carboxamide NC1=NC=2C=C(C(=CC2C2=C1C=NN2C)C(=O)N(CC2=CC=C(C=C2)S(F)(F)(F)(F)F)CC)F